CC1=CC(=NN1CC=O)C(F)(F)F 2-(5-methyl-3-(trifluoromethyl)-1H-pyrazol-1-yl)ethan-1-one